methyl 2-[(1S)-7-chloro-8-methoxy-1-methyl-2,3-dihydro-1H-pyrrolo[3,4-c]quinolin-6-yl]acetate ClC=1C(=CC=2C3=C(C=NC2C1CC(=O)OC)CN[C@H]3C)OC